ClC=1C=C(C=CC1F)C1=NC2=CC(=C(C=C2C(=N1)N)[N+](=O)[O-])OC1COCC1 (3-chloro-4-fluorophenyl)-6-nitro-7-((tetrahydrofuran-3-yl)oxy)quinazoline-4-amine